NCCS(=O)(=O)NC1=CC=C(C=C1)NC1=NC=C(C(=N1)C=1C=C(C2=C(N(CCO2)C(C)C)C1)F)F 2-amino-N-[4-[[5-fluoro-4-(8-fluoro-4-isopropyl-2,3-dihydro-1,4-benzoxazin-6-yl)pyrimidin-2-yl]amino]phenyl]ethanesulfonamide